(S)-N-(2-methoxy-5-(4-(trifluoromethyl)phenoxy)phenyl)-1-(2-methoxyacetyl)-5-oxopyrrolidine-2-carboxamide COC1=C(C=C(C=C1)OC1=CC=C(C=C1)C(F)(F)F)NC(=O)[C@H]1N(C(CC1)=O)C(COC)=O